C(C1=CC=CC=C1)OC=1C(=NC(=NC1)C=1C(=NC=CC1)C(C)C)NCC1=CC=C(C=C1)C=1N(C=C(N1)C(F)(F)F)C 5-(benzyloxy)-N-([4-[1-methyl-4-(trifluoromethyl)-1H-imidazol-2-yl]phenyl]methyl)-2-[2-(propan-2-yl)pyridin-3-yl]pyrimidin-4-amine